2-naphthyl bromocarbonate C(OC1=CC2=CC=CC=C2C=C1)(=O)Br